C1(=CC=CC=C1)C(C(=O)N1[C@@H]([C@H]2CC[C@@H](C1)N2C(NC2=CC=CC=C2)=O)C(=O)O)C2=CC=CC=C2 (1R,2S,5S)-3-(2,2-diphenylacetyl)-8-(phenylcarbamoyl)-3,8-diazabicyclo[3.2.1]octane-2-carboxylic acid